COC=1C=C2C=3C=CC=CC3N(C2=CC1)CC 6-methoxy-9-ethyl-9H-carbazole